ClC1=NC(=C(C(=C1Cl)S)Cl)Cl 2,3,5,6-tetrachloro-4-mercaptopyridine